C(C1CO1)OCCC[SiH2]O[Si](CCCCCCCC)(CCCCCCCC)CCCOCC1CO1 bis(3-glycidoxypropyl)dioctyl-disiloxane